C(C)(=O)NCC1N(C2=CC=CC=C2N(C1)C1=CC=C(C=C1)C(F)(F)F)CCC(=O)O 3-(2-(acetamidomethyl)-4-(4-(trifluoromethyl)phenyl)-3,4-dihydroquinoxalin-1(2H)-yl)propanoic acid